CN(CCC=1C=C(C(N(C1)C(C(=O)N[C@@H](CC(=O)O)C=1C=C(C=C(C1F)C)C1=C(C=CC=C1C)C)CC(C)C)=O)C)C (3S)-3-(2-(5-(2-(dimethylamino)ethyl)-3-methyl-2-oxopyridin-1(2H)-yl)-4-methylpentanamido)-3-(4-fluoro-2',5,6'-trimethyl-[1,1'-biphenyl]-3-yl)propanoic acid